Glutaryl-coenzyme A lithium salt [Li+].C(CCCC(=O)[O-])(=O)SCCNC(CCNC([C@@H](C(COP(OP(OC[C@@H]1[C@H]([C@H]([C@@H](O1)N1C=NC=2C(N)=NC=NC12)O)OP(=O)(O)O)(=O)O)(=O)O)(C)C)O)=O)=O